3-[1-[(4-methoxyphenyl)methyl]benzotriazol-5-yl]-N-[4-(trifluoromethyl)phenyl]pyrazin-2-amine COC1=CC=C(C=C1)CN1N=NC2=C1C=CC(=C2)C=2C(=NC=CN2)NC2=CC=C(C=C2)C(F)(F)F